COC(=O)C1CCC(CC1)N (1s,4s)-4-aminocyclohexane-1-carboxylic acid methyl ester